N-(1-(4-bromo-2-(methylcarbamoyl)-6-nitrophenyl)piperidin-4-yl)-2-oxo-1,2-dihydroquinoline-4-carboxamide BrC1=CC(=C(C(=C1)[N+](=O)[O-])N1CCC(CC1)NC(=O)C1=CC(NC2=CC=CC=C12)=O)C(NC)=O